C1(CC1)S(=O)(=O)N1N=CC(=C1)C1=NC=CC(=N1)NC1=NC=C(C(=C1)NC1CCC(CC1)(O)C)C1=NN(C=C1)C(F)(F)F (1s,4s)-4-((2-((2-(1-(Cyclopropylsulfonyl)-1H-pyrazol-4-yl)pyrimidin-4-yl)amino)-5-(1-(trifluoromethyl)-1H-pyrazol-3-yl)pyridin-4-yl)amino)-1-methylcyclohexan-1-ol